O=C1NC(CCC1N1C(C2=CC=CC(=C2C1)C1CCN(CC1)CCCCCCCC1=CC(=C2C(N(C(C2=C1)=O)[C@H](CS(=O)(=O)C)C1=CC(=C(C=C1)OC)OCC)=O)NC(C)=O)=O)=O N-(6-(7-(4-(2-(2,6-dioxopiperidin-3-yl)-1-oxoisoindolin-4-yl)piperidin-1-yl)heptyl)-2-((S)-1-(3-ethoxy-4-methoxyphenyl)-2-(methylsulfonyl)ethyl)-1,3-dioxoisoindolin-4-yl)acetamide